BrCC(=O)NC(CC(=O)O)C(=O)O 3-(bromoacetamido)succinic acid